N-(1-(butylsulfonyl)piperidin-4-yl)-N-(3-fluorobenzyl)isoquinoline-3-carboxamide C(CCC)S(=O)(=O)N1CCC(CC1)N(C(=O)C=1N=CC2=CC=CC=C2C1)CC1=CC(=CC=C1)F